(2R,3S,5R)-5-(6-amino-2-fluoro-9H-purin-9-yl)-2-(cyclobutylmethyl)-2-(hydroxymethyl)tetrahydrofuran-3-ol NC1=C2N=CN(C2=NC(=N1)F)[C@H]1C[C@@H]([C@](O1)(CO)CC1CCC1)O